6-Fluoro-2,2-dimethyl-2,3-dihydrobenzofuran-5-carboxylic acid methyl ester COC(=O)C=1C(=CC2=C(CC(O2)(C)C)C1)F